di-tert-butyl (S)-2,5-dihydro-1H-pyrrole-1,2-dicarboxylate N1([C@@H](C=CC1)C(=O)OC(C)(C)C)C(=O)OC(C)(C)C